C(C)(=O)OCCCCCC\C=C\CCI (7E)-10-iodo-7-decenyl acetate